(thiophen-3-yl)phenol S1C=C(C=C1)C1=C(C=CC=C1)O